COC(=O)C=1NC2=CC=C(C=C2C1)OCCN1CCCC1 5-(2-(pyrrolidin-1-yl)ethoxy)-1H-indole-2-carboxylic acid methyl ester